P(=O)(OCCCC)(OCCCC)OCCCC trinormal butyl phosphate